OC(C(=O)C1=CC=C(C=C1)OC1=CC=C(C=C1)C(C(C)(C)O)=O)(C)C 2-hydroxy-1-{4-[4-(2-hydroxy-2-methyl-propionyl)-phenoxy]-phenyl}-2-methyl-1-propanone